COC=1C=C(C=CC1C)C1(CCC(CC1)N1C(NC2=C(C=CC(=C2C1)C)CNS(=O)(=O)C)=O)C(=O)N (3-Methoxy-4-methylphenyl)-4-(5-methyl-8-(methylsulfonamidomethyl)-2-oxo-1,2-dihydroquinazolin-3(4H)-yl)cyclohexanecarboxamide